1-cinnamyl-4-(5-(difluoromethyl)-1,3,4-oxadiazol-2-yl)pyridin-2(1H)-one C(C=CC1=CC=CC=C1)N1C(C=C(C=C1)C=1OC(=NN1)C(F)F)=O